trans-3-(aminomethyl)cyclobutanecarboxylic acid hydrochloride Cl.NC[C@@H]1C[C@H](C1)C(=O)O